6-bromobenzo[d]-isoxazol-3-ol BrC1=CC2=C(C(=NO2)O)C=C1